C[C@@H](CN1CC2(CS(C2)(=O)=O)CC1)CC1=CC=C(C=C1)C(C)(C)CC (R)-6-(2-methyl-3-(4-(tert-amyl)phenyl)propyl)-2-thia-6-azaspiro[3.4]octane 2,2-dioxide